C(C)(=O)OC1=C(C(C(C=C1COC(C)=O)([Si]#C)C)(C)C)COC(C)=O 4-acetoxy-3,5-bis(acetoxymethyl)-trimethylsilaethynylbenzene